Cl.Cl.C(C)OC(=O)C=1OC=CC1C1=CC(=CC2=C1N(C=N2)CCC[C@H]2NCCC[C@@H]2O)Cl 3-(5-chloro-1-(3-((2R,3S)-3-hydroxypiperidin-2-yl)propyl)-1H-benzo[d]imidazol-7-yl)furan-2-carboxylic acid ethyl ester dihydrochloride